3-(6-ethynyl-5,7-difluoro-4-oxo-1,4-dihydroquinolin-2-yl)-4-(methylsulfonyl)benzonitrile C(#C)C=1C(=C2C(C=C(NC2=CC1F)C=1C=C(C#N)C=CC1S(=O)(=O)C)=O)F